1-(6-(4-((2-amino-7-azaspiro[3.5]nonan-7-yl)methyl)piperidin-1-yl)-1-methyl-1H-indazol-3-yl)dihydropyrimidine-2,4(1H,3H)-dione NC1CC2(C1)CCN(CC2)CC2CCN(CC2)C2=CC=C1C(=NN(C1=C2)C)N2C(NC(CC2)=O)=O